4-(4-methyloxazol-2-yl)aniline CC=1N=C(OC1)C1=CC=C(N)C=C1